C(C)(C)(C)OC(=O)N1CCC(=CC1)C1=NC(=CC=C1)OCC=1SC(=CC1F)Cl 6-((5-chloro-3-fluorothiophen-2-yl)methoxy)-3',6'-dihydro-[2,4'-bipyridine]-1'(2'H)-carboxylic acid tert-butyl ester